2-amino-9-methoxy-4-(4-(piperazin-1-yl)phenyl)-10H-chromeno[3,2-b]pyridin-10-one NC1=CC(=C2C(=N1)C(C=1C(=CC=CC1O2)OC)=O)C2=CC=C(C=C2)N2CCNCC2